C1(CC1)CN(C1=CC=CC=C1)C1=CC=C(C=N1)C1CN(C1)C(=O)N1CC(CC1)C1=NN=NN1 [3-[6-[N-(Cyclopropylmethyl)anilino]-3-pyridyl]azetidin-1-yl]-[3-(1H-tetrazol-5-yl)pyrrolidin-1-yl]methanone